(S)-4-amino-N-(6-((3-chloro-1-methyl-1H-pyrazol-4-yl)ethynyl)-2,3-dihydrobenzofuran-3-yl)-N,1-dimethyl-1H-pyrazolo[4,3-c]quinoline-8-carboxamide NC1=NC=2C=CC(=CC2C2=C1C=NN2C)C(=O)N(C)[C@@H]2COC1=C2C=CC(=C1)C#CC=1C(=NN(C1)C)Cl